C1(=CC=CC=C1)S(=O)(=O)NC=1C=C(C=CC1)CCCCOC1=C(C=CC=C1)CCC(=O)O 3-[2-[4-[3-(Benzenesulfonamido)phenyl]butoxy]phenyl]propanoic acid